ClC=1C=CC(=C(C1)C1=C(C(=CC=C1)C(=O)OC)I)OCCN1C(=NC2=C(C1=O)C(=CN=C2)C#N)C methyl 5'-chloro-2'-(2-(5-cyano-2-methyl-4-oxopyrido[3,4-d]pyrimidin-3(4H)-yl) ethoxy)-2-iodo-[1,1'-biphenyl]-3-carboxylate